cymenol CC1=C(C=C(C=C1)C(C)C)O